(1-(Pyridin-4-ylmethyl)-1H-pyrazol-3-yl)acetamide N1=CC=C(C=C1)CN1N=C(C=C1)CC(=O)N